BrC1=CC(=NC=C1)NC(CCN1CC2N(C(C1)C2)C)=O N-(4-bromopyridin-2-yl)-3-{6-methyl-3,6-diazabicyclo[3.1.1]heptan-3-yl}propionamide